N1C=NC(=C1)COC1=C(C=CC=C1)C=1C=NC=CC1C1CC1 3-(2-((1H-imidazol-4-yl)methoxy)phenyl)-4-cyclopropylpyridine